alpha-keto-beta-methylpentanoate O=C(C(=O)[O-])C(CC)C